2,4,4,5-tetrafluoro-5-(trifluoromethyl)-1,3-dioxolane FC1OC(C(O1)(F)F)(C(F)(F)F)F